N1=C(N=CC(=C1)[C@H]1[C@@H](C1)C1=C2C=NN(C2=C(C(=C1)F)F)CCCOC)C1=NC=CC=N1 trans-4-(2-([2,2'-Bipyrimidin]-5-yl)cyclopropyl)-6,7-difluoro-1-(3-methoxypropyl)-1H-indazole